Ethyl 3-(4-(tert-butyl)phenyl)-3-oxopropanoate C(C)(C)(C)C1=CC=C(C=C1)C(CC(=O)OCC)=O